O[C@H](C(=O)O)CN1[C@H](C[C@@]2(CC1)OCCC1=C2SC(=C1)C(F)(F)F)C (2S)-2-hydroxy-3-[(2'S,7R)-2'-methyl-2-(trifluoromethyl)spiro[4,5-dihydrothieno[2,3-c]pyran-7,4'-piperidin]-1'-yl]propionic acid